Diisobutylamin C(C(C)C)NCC(C)C